4-[1-(3-chloro-1-methyl-1H-pyrazole-5-sulfonyl)-1-fluoroethyl]piperidine-1-carboxylic acid benzyl ester C(C1=CC=CC=C1)OC(=O)N1CCC(CC1)C(C)(F)S(=O)(=O)C1=CC(=NN1C)Cl